NC1=NC=2C=CC(=CC2C2=C1C=NN2C)C(=O)N(N(C)C(COC)=O)CC2=NC=C(C=C2)C(F)(F)F 4-amino-N'-(2-methoxyacetyl)-N',1-dimethyl-N-[[5-(trifluoromethyl)-2-pyridyl]methyl]pyrazolo[4,3-c]quinoline-8-carbohydrazide